(S)-1-(1-(Dimethylglycyl)piperidin-3-yl)-6-methyl-5-(8-methyl-[1,2,4]triazolo[1,5-a]pyridin-6-yl)-1,3-dihydro-2H-benzo[d]imidazol-2-on CN(CC(=O)N1C[C@H](CCC1)N1C(NC2=C1C=C(C(=C2)C=2C=C(C=1N(C2)N=CN1)C)C)=O)C